N,N'-diallyltartaric acid diamide C(C=C)NC(C(O)C(O)C(=O)NCC=C)=O